5-(trifluoromethyl)-1H-benzimidazol FC(C1=CC2=C(NC=N2)C=C1)(F)F